C(CCCCCCCCCC)OC(CCCCCCCN(CCO)CCCCCCOC(CCC(OCCCC\C=C/CC)OCCCC\C=C/CC)=O)=O.ClC1=CC=C(OC2=CC=C(C=C2)C(CCCC)=O)C=C1 1-(4-(4-chlorophenoxy)phenyl)pentan-1-one undecyl-8-((6-((4,4-bis(((Z)-oct-5-en-1-yl)oxy)butanoyl)oxy)hexyl)(2-hydroxyethyl)amino)octanoate